C(C)(C)(C)C1=CC(=NC(=N1)N1[C@H](CC1)C)N1C[C@@H]2C([C@@H]2C1)CC(=O)O 2-((1R,5S,6R)-3-(6-(tert-butyl)-2-((S)-2-methylazetidin-1-yl)pyrimidin-4-yl)-3-azabicyclo[3.1.0]hex-6-yl)acetic acid